N(=[N+]=[N-])CCCCCC(=O)NC1CCN(CC1)C=1SC=C(N1)C(=O)OCC ethyl 2-(4-(6-azidohexanamido)piperidin-1-yl)thiazole-4-carboxylate